7-bromo-2-propylisoquinolin-1(2H)-one BrC1=CC=C2C=CN(C(C2=C1)=O)CCC